(4-methylphenyl)sydnone CC1=CC=C(C=C1)[N+]=1[N-]OC(C1)=O